2-(2-fluoro-4-(piperidin-3-yl)phenyl)-N-(3-(4-fluoropiperidin-1-yl)propyl)-6-methoxybenzo[d]imidazo[2,1-b]thiazole-7-carboxamide dihydrochloride Cl.Cl.FC1=C(C=CC(=C1)C1CNCCC1)C=1N=C2SC3=C(N2C1)C=C(C(=C3)C(=O)NCCCN3CCC(CC3)F)OC